CC1=CC=C(C=C1)S(=O)(=O)[O-].C(CCC)C(COC(CCCCC=O)[NH+](C)C)CCCCCC ((2-butyloctyl)oxy)-N,N-dimethyl-6-oxohexane-1-aminium 4-methylbenzenesulfonate